FC1CN(CC1NC)C(=O)OC(C)(C)C tert-butyl 3-fluoro-4-(methylamino)pyrrolidine-1-carboxylate